ClC=1N=CC2=C(N1)N(C(=C2)C#N)C2=NC(=CC=C2)C(C)(C)O 2-chloro-7-(6-(2-hydroxyprop-2-yl)pyridin-2-yl)-7H-pyrrolo[2,3-d]pyrimidine-6-carbonitrile